C1(CCCCC1)N(CC(=O)O)NC1=NC(=NC=C1F)C1=CNC2=NC=C(C=C21)F cyclohexyl-N-((5-fluoro-2-(5-fluoro-1H-pyrrolo[2,3-b]pyridin-3-yl)pyrimidin-4-yl)amino)glycine